C(#N)C1=C(C=C(C(=C1)I)O)C(C(=O)O)C 2-(2-cyano-5-hydroxy-4-iodophenyl)propanoic acid